FC1(CC1)CN1C(SC(=C1)COC=1C=CC2=C(C=C(O2)C)C1)C N-((1-fluorocyclopropyl)methyl)-2-methyl-5-((2-methylthiazol-5-yl)methoxy)benzofuran